COC1=CC(=CC=2C=3N(CCOC21)C=NC3)C(=O)OC Methyl 8-methoxy-5,6-dihydrobenzo[f]imidazo[1,5-d][1,4]oxazepine-10-carboxylate